C1(CC1)C(=O)ON(C(C(=O)OC)C#N)C(C)(C)C tert-butyl-((1-cyano-2-methoxy-2-oxoethyl) amino) cyclopropane-1-carboxylate